ClC=1C=C(C=CC1)NC(=O)N1[C@@H](CCC1)C=1SC(=CN1)C1=CC=CC=C1 (S)-N-(3-chlorophenyl)-2-(5-phenylthiazol-2-yl)pyrrolidine-1-carboxamide